9-(2,3-difluoro-6-(2-morpholino-thiazol-4-yl)phenoxy)-N-(4-(2,6-dioxopiperidin-3-yl)phenyl)nonan-amide FC1=C(OCCCCCCCCC(=O)NC2=CC=C(C=C2)C2C(NC(CC2)=O)=O)C(=CC=C1F)C=1N=C(SC1)N1CCOCC1